ethyl 5-(tert-butoxycarbonylamino)-2-[3-[tert-butyl(dimethyl)silyl]oxy-3-methyl-butyl]-6-ethoxy-pyrazolo[1,5-a]pyridine-3-carboxylate C(C)(C)(C)OC(=O)NC1=CC=2N(C=C1OCC)N=C(C2C(=O)OCC)CCC(C)(C)O[Si](C)(C)C(C)(C)C